N-[4-(3-Cyanophenyl)-5-(2,6-dimethyl-4-pyridyl)thiazol-2-yl]-2-methyl-3-oxo-2,8-diazaspiro[4.5]decan-8-carboxamid C(#N)C=1C=C(C=CC1)C=1N=C(SC1C1=CC(=NC(=C1)C)C)NC(=O)N1CCC2(CC(N(C2)C)=O)CC1